ethanesulphonate C(C)S(=O)(=O)[O-]